thiovinyl ether C(=C/S)\O/C=C/S